C(C)NCC diethyl-amine